ClC=1C=CC2=C(C(=C(O2)C(C(F)(F)F)NC(NC=2C=NC(=NC2)N2CC(C2)O)=O)C)C1 3-[1-(5-chloro-3-methyl-1-benzofuran-2-yl)-2,2,2-trifluoroethyl]-1-[2-(3-hydroxyazetidin-1-yl)pyrimidin-5-yl]urea